2-(methylcyanoboranyl)propanenitrile CB(C(C#N)C)C#N